COC1=CC=C(C=C1)NC(CC=1N=CN(C1)C1=CC=C(C=C1)C1=NOC(=N1)C(F)(F)F)=O N-(4-methoxyphenyl)-2-(1-(4-(5-(trifluoromethyl)-1,2,4-oxadiazol-3-yl)phenyl)-1H-imidazol-4-yl)acetamide